N-((2-(2,6-dioxopiperidin-3-yl)-1-oxoisoindolin-5-yl)methyl)-2,2-difluoro-2-(5-fluoro-2-methoxyphenyl)acetamide O=C1NC(CCC1N1C(C2=CC=C(C=C2C1)CNC(C(C1=C(C=CC(=C1)F)OC)(F)F)=O)=O)=O